O\N=C(\C1=CN=C(S1)NC(CCNC1=NC=CC2=CC=C(C=C12)C1=NOC(=N1)C)=O)/NC(CCC)=O N-[(Z)-N-hydroxy-C-[2-[3-[[7-(5-methyl-1,2,4-oxadiazol-3-yl)-1-isoquinolyl]amino]propanoylamino]thiazol-5-yl]carbonimidoyl]butanamide